6-bromo-1-oxoisoquinolin BrC=1C=C2C=CNC(C2=CC1)=O